Tert-butyl ((4-methyl-1,4-azasilinan-4-yl)methyl)carbamate C[Si]1(CCNCC1)CNC(OC(C)(C)C)=O